1-cyclohexyl-5-(4-isopropylphenyl)-1H-1,2,4-triazole-3-carboxylic acid ethyl ester C(C)OC(=O)C1=NN(C(=N1)C1=CC=C(C=C1)C(C)C)C1CCCCC1